ClC=1C(=NC=CC1C)N1N=CC(=C1C(F)(F)F)C(=O)NC=1C=NC(=C(C1)C#N)N1N=CC=N1 1-(3-chloro-4-methylpyridin-2-yl)-N-(5-cyano-6-(2H-1,2,3-triazol-2-yl)pyridin-3-yl)-5-(trifluoromethyl)-1H-pyrazole-4-carboxamide